O=C1NC(CCC1C1=NN(C2=CC(=CC=C12)N1C[C@H](N(CC1)C(=O)OC(C)(C)C)C(F)(F)F)C)=O tert-butyl (2S)-4-[3-(2,6-dioxo-3-piperidyl)-1-methyl-indazol-6-yl]-2-(trifluoromethyl)piperazine-1-carboxylate